(R)-N-((1-cyanopyrrolidin-3-yl)methyl)-1-phenyl-1H-1,2,4-triazole-3-carboxamide C(#N)N1C[C@H](CC1)CNC(=O)C1=NN(C=N1)C1=CC=CC=C1